4-hydroxypiperidin OC1CCNCC1